4-amino-1-[(2R,3S,4S,5R)-3,4-dihydroxy-5-(hydroxymethyl)thiolan-2-yl]pyrimidin-2-one NC1=NC(N(C=C1)[C@@H]1S[C@@H]([C@H]([C@@H]1O)O)CO)=O